CC(C)C(C(CCC=C(C)C)=NO)(C)C 2,3,3,8-tetramethylnon-7-en-4-one oxime